CN1CCN(CC1)C1=CC=C(C=C1)C=1C=C2C(=NC1)NN=C2C2=CC=C(C=C2)C=2OC=NN2 2-(4-(5-(4-(4-methylpiperazin-1-yl)phenyl)-1H-pyrazolo[3,4-b]pyridin-3-yl)phenyl)-1,3,4-oxadiazole